S1N=C(C2=C1C=CC=C2)NC(C2=C(C=C(C=C2)Br)F)=O N-(benzo[d]isothiazol-3-yl)-4-bromo-2-fluorobenzamide